O=C1NC(CCC1N1C(C2=CC=C(C(=C2C1)F)CN1CCC(CC1)C=1OC2=C(N1)C=C(C(=C2)NC(=O)C2=NC(=CC=C2)C(F)(F)F)C(C)(C)O)=O)=O N-(2-(1-((2-(2,6-dioxopiperidin-3-yl)-4-fluoro-1-oxoisoindoline-5-yl)methyl)piperidine-4-yl)-5-(2-hydroxypropan-2-yl)benzo[d]oxazol-6-yl)-6-(trifluoromethyl)pyridine-2-carboxamide